C(CC)N(CCCC[C@@H](C(NCC(NCOCC(F)(F)F)=O)=O)NC([C@H](C(C)C)NC(CCCC#CC=1C=NC(=NC1)S(=O)(=O)C)=O)=O)CCC N-((10S,13S)-10-(4-(dipropylamino)butyl)-1,1,1-trifluoro-14-methyl-6,9,12-trioxo-3-oxa-5,8,11-triazapentadecan-13-yl)-6-(2-(methanesulfonyl)pyrimidin-5-yl)hex-5-ynamide